Tri-tert-butyl-1,4,7,10-tetraazacyclododecane-1,4,7,10-tetraacetate C(C)(C)(C)OC(CN1CCN(CCN(CCN(CC1)CC(=O)OC(C)(C)C)CC(=O)OC(C)(C)C)CC(=O)[O-])=O